C1(CCC1)OC=1C=C(C(=C(C1)N1CC2=CC=C(C=C2CC1)CCC(=O)O)F)F 3-(2-(5-cyclobutoxy-2,3-difluorophenyl)-1,2,3,4-tetrahydroisoquinolin-6-yl)propanoic acid